(R)-3-ethoxy-N-(3-(2-((2-fluoro-3-(methylsulfonyl)phenyl)amino)-5-methylpyrimidin-4-yl)-1H-indol-7-yl)-2-(4-methylpiperazin-1-yl)propanamide C(C)OC[C@H](C(=O)NC=1C=CC=C2C(=CNC12)C1=NC(=NC=C1C)NC1=C(C(=CC=C1)S(=O)(=O)C)F)N1CCN(CC1)C